Cl.FC1=CC=C(C=C1)C(CN1CCC(CC1)CNC)=O 1-(4-fluorophenyl)-2-(4-((methylamino)methyl)piperidin-1-yl)ethan-1-one hydrochloride salt